C(C)(C)(C)NS(=O)(=O)C1=CC(=CC=C1)C(=O)N1CC2(C3=CC(=CC=C13)C(C(F)(F)F)O)CCC1(CC2)CC1 N-(tert-butyl)-3-(5''-(2,2,2-trifluoro-1-hydroxyethyl)dispiro[cyclopropane-1,1'-cyclohexane-4',3''-indoline]-1''-carbonyl)benzenesulfonamide